(E)-5-Trifluoromethyl-2-(4-isopropyl-3-methoxyphenylvinyl)pyridine FC(C=1C=CC(=NC1)\C=C\C1=CC(=C(C=C1)C(C)C)OC)(F)F